O=C1NC(CCC1NC=1C=C(C=CC1)C1CCNCC1)=O 4-(3-((2,6-dioxopiperidin-3-yl)amino)phenyl)piperidin